2-(Phenylmethylene)succinic acid C1(=CC=CC=C1)C=C(C(=O)O)CC(=O)O